COCCN(C=1C(C(C1)=O)=O)CCOC 3-(bis(2-methoxyethyl)amino)cyclobut-3-ene-1,2-dione